ethyl (3S)-3-[2-(5-bromo-2-fluorophenyl)-2-[2-oxo-4-(trifluoromethyl)pyridin-1-yl]acetamido]-3-{4-fluoro-2'-hydroxy-4'-methoxy-5,6'-dimethyl-[1,1'-biphenyl]-3-yl}propanoate BrC=1C=CC(=C(C1)C(C(=O)N[C@@H](CC(=O)OCC)C=1C=C(C=C(C1F)C)C1=C(C=C(C=C1C)OC)O)N1C(C=C(C=C1)C(F)(F)F)=O)F